ClC1=CC(=C(C=C1)C1=NC(=CN2C1=NC(=C(C2=O)C)C)[C@@H]2C[C@@H](OCC2)C2=CN(C(C=C2)=O)C2CCC2)F 9-(4-chloro-2-fluoro-phenyl)-7-[(2R,4S)-2-(1-cyclobutyl-6-keto-3-pyridyl)tetrahydropyran-4-yl]-2,3-dimethyl-pyrazino[1,2-a]pyrimidin-4-one